[S-]C#N.[K+] Potassium thiocyanate salt